C(C1=CC=CC=C1)NC1=NC(=NN2C1=CC=C2C(=C)C)N2C(=CC=1C(=CC=CC21)C#N)C 1-[4-(benzylamino)-7-(prop-1-en-2-yl)pyrrolo[2,1-f][1,2,4]triazin-2-yl]-2-methyl-1H-indole-4-carbonitrile